2-chloro-4-((5-(4-hydroxypiperidin-1-yl)pyridin-2-yl)amino)-8-methyl-1,6-naphthyridin-5(6H)-one ClC1=NC=2C(=CNC(C2C(=C1)NC1=NC=C(C=C1)N1CCC(CC1)O)=O)C